COC(NC[C@@H]1N(CC(CC1)(F)F)C(=O)C1=NC(=CC=C1C)Br)=O (R)-((1-(6-bromo-3-methylpyridine-2-carbonyl)-5,5-difluoropiperidin-2-yl)methyl)carbamic acid methyl ester